CS(=O)(=NC1=NC(=CC(=C1)N1[C@@H](COCC1)C)C=1N(C=CN1)C)C (R)-dimethyl((6-(1-methyl-1H-imidazol-2-yl)-4-(3-methylmorpholino)pyridin-2-yl)imino)-λ6-sulfanone